C1(CC1)S(=O)(=O)N1N=CC(=C1)C1=NC=CC(=N1)NC1=CC(=C(C=N1)C1=NC=C(C=C1)C(C)(C)F)NC1CCC(CC1)F N6'-(2-(1-(Cyclopropylsulfonyl)-1H-pyrazol-4-yl)pyrimidin-4-yl)-N4'-((1s,4s)-4-fluorocyclohexyl)-5-(2-fluoropropan-2-yl)-[2,3'-bipyridine]-4',6'-diamine